1-[3-(9,9'-spirobi[9H-fluoren]-2-yl)phenyl]-1,3,4,6,7,8-hexahydro-2H-pyrimido[1,2-a]pyrimidine C1=C(C=CC=2C3=CC=CC=C3C3(C12)C1=CC=CC=C1C=1C=CC=CC13)C=1C=C(C=CC1)N1C=3N(CCC1)CCCN3